O=C1NC(CCC1N1CC2=CC=C(C=C2C1=O)NCC(=O)O)=O 2-((2-(2,6-dioxopiperidin-3-yl)-3-oxoisoindolin-5-yl)amino)acetic acid